ClCC1=NOC(=N1)C1=CC(=C(C=C1)F)C(F)(F)F 3-(chloromethyl)-5-(4-fluoro-3-(trifluoromethyl)phenyl)-1,2,4-oxadiazole